1-(((1-Propoxy(propan-2-yl)oxy)-propan-2-yl)oxy)-propan-2-amin C(CC)OCC(C)OCC(C)OCC(C)N